4'-(1-naphthalenyl)[1,1'-biphenyl]-4-amine C1(=CC=CC2=CC=CC=C12)C1=CC=C(C=C1)C1=CC=C(C=C1)N